FC(C(=O)O)(F)F.N=1N(N=CC1)CC(=O)C=1C=CC(=C(C1)N1C(=NC2=CC=CC=C2C1=O)CN1CC2CCC(C1)N2)OC(C)C 3-(5-(2-(2H-1,2,3-triazol-2-yl)acetyl)-2-isopropoxyphenyl)-2-((3,8-diazabicyclo[3.2.1]octan-3-yl)methyl)quinazolin-4(3H)-one trifluoroacetic acid salt